4-(phenylamino)pyridine-2-carboxamide C1(=CC=CC=C1)NC1=CC(=NC=C1)C(=O)N